2,5-dihydroxybenzene sodium [Na].OC1=CC=C(C=C1)O